C1(CCC1)CN1N=C(C=2C1=NC(=NC2)NC=2C(=CC=1N(C2)N=CN1)C)C 1-(cyclobutylmethyl)-3-methyl-N-(7-methyl-[1,2,4]triazolo[1,5-a]pyridin-6-yl)-1H-pyrazolo[3,4-d]pyrimidin-6-amine